C(C1=CC=CC=C1)(=O)OCCCCCC(C)(C)C neononyl benzoate